S1C(=NC2=C1C=CC=C2)NC(=O)C=2C=CC=C1CCN(CC21)C2=CC=C(C(=N2)C(=O)OC(C)(C)C)C=2C(=NN(C2C)CCCCCCCCCCCCCCCC(=O)O)C 16-(4-(6-(8-(Benzo[d]thiazol-2-ylcarbamoyl)-3,4-dihydroisoquinolin-2(1H)-yl)-2-(tert-butoxycarbonyl)pyridin-3-yl)-3,5-dimethyl-1H-pyrazol-1-yl)hexadecanoic acid